N-(4-(4-aminobutoxy)phenyl)-4-(((3R,4R)-1-(2-cyanoacetyl)-4-methylpiperidin-3-yl)(methyl)amino)-7H-pyrrolo[2,3-d]pyrimidine-7-carboxamide NCCCCOC1=CC=C(C=C1)NC(=O)N1C=CC2=C1N=CN=C2N(C)[C@H]2CN(CC[C@H]2C)C(CC#N)=O